O1C=C(C=C1)C(=O)NC=1C=C2C(=CNC2=CC1)C1=CCN2CCCC2C1 5-(3-furoyl)amino-3-(1,2,3,4,5,8-hexahydroindolizin-7-yl)-1H-indole